O1CCOC12CC(CC2)C(=O)[O-] 1,4-dioxaspiro[4.4]nonane-7-carboxylate